3-Methyl-1-nitro-2-butanol CC(C(C[N+](=O)[O-])O)C